(1S,3S,5S)-2-((4-(4-(hydroxy(methyl)phosphoryl)phenoxy)benzoyl)glycyl)-5-methyl-2-azabicyclo[3.1.0]hexane-3-carboxylic acid OP(=O)(C)C1=CC=C(OC2=CC=C(C(=O)NCC(=O)N3[C@H]4C[C@]4(C[C@H]3C(=O)O)C)C=C2)C=C1